CCCCCCCCCCCCCCCCC(=O)OC[C@H](COP(=O)([O-])OCC[N+](C)(C)C)OC(=O)CCC/C=C\C/C=C\C/C=C\C/C=C\CCCCC 1-heptadecanoyl-2-(5Z,8Z,11Z,14Z-eicosatetraenoyl)-sn-glycero-3-phosphocholine